2,5,9-trimethyl-4,9-decadienal CC(C=O)CC=C(CCCC(=C)C)C